((2-cyano-7-(4-cyanophenyl)isoindolin-5-yl)methyl)-3-methylurea C(#N)N1CC2=C(C=C(C=C2C1)CNC(=O)NC)C1=CC=C(C=C1)C#N